2,3,4,5,6-pentahydroxy-2-hexenoic acid OC(C(=O)O)=C(C(C(CO)O)O)O